(3E)-6-bromo-3-hexenylbutyloxymethyl ether BrCCCCC=CC(CCOCOCOCCC(C)C=CCCCCBr)C